4-allyl-6-fluorocatechol diisobutanoate C(C(C)C)(=O)OC=1C(OC(C(C)C)=O)=CC(=CC1F)CC=C